BrCCCCC(=O)OC(CCCCCC)CCCCCC tridecan-7-yl 5-bromopentanoate